4-bromo-6-(2,4-difluoro-benzyl)-3,3-dimethyl-2,5-dioxo-2,3,5,6-tetrahydro-pyrrolo[2,3-c]pyridine-1-carboxylic acid tert-butyl ester C(C)(C)(C)OC(=O)N1C(C(C=2C1=CN(C(C2Br)=O)CC2=C(C=C(C=C2)F)F)(C)C)=O